FC1(CC(C1)N1C(=NN=C1)C1=CC=CC(=N1)N1CC=2C(=NC(=CC2C1=O)N(C)C(C)C)COC(NC)=O)F ((2-(6-(4-(3,3-difluorocyclobutyl)-4H-1,2,4-triazol-3-yl)pyridin-2-yl)-6-(isopropyl(methyl)amino)-1-oxo-2,3-dihydro-1H-pyrrolo[3,4-c]pyridin-4-yl)methyl)(methyl)carbamate